OCCOCCOCCOCCNC(OC(C)(C)C)=O tert-butyl (2-(2-(2-(2-hydroxyethoxy)ethoxy)ethoxy)ethyl)carbamate